ClC1=NC=2N(C(=C1)N[C@H](C)C1=C(C=C(C=C1)Cl)C)N=CN2 (R)-5-chloro-N-(1-(4-chloro-2-methylphenyl)ethyl)-[1,2,4]triazolo[1,5-a]pyrimidin-7-amine